ClC=1C=C(C=CC1)C([C@H](OC(N[C@H](C(N[C@H](C(OC(CC)=O)S(=O)(=O)[O-])C[C@H]1C(NCC1)=O)=O)CC1CCCCC1)=O)C1=CC=CC=C1)(F)F.[Na+] sodium (2R,6S,9S)-1-(3-chlorophenyl)-6-(cyclohexylmethyl)-1,1-difluoro-4,7,12-trioxo-9-(((S)-2-oxopyrrolidin-3-yl)methyl)-2-phenyl-3,11-dioxa-5,8-diazatetradecane-10-sulfonate